BrC1=CC(=CC2=CC=C(C(=C12)OC([2H])([2H])[2H])F)O 4-Bromo-6-fluoro-5-(methoxy-d3)naphthalen-2-ol